O1C=C(C2=C1C=CC=C2)C=2C=C(OC2)C(CC(C(=O)O)C)=O 4-(4-(benzofuran-3-yl)furan-2-yl)-2-methyl-4-oxobutyric acid